C(C1=CC=CC=C1)OC(\C(\C#N)=C\1/NC2=CC=CC=C2N=C1N1CCC(CC1)N(C)C(=O)OC(C)(C)C)=O.CC=1C=CC=C2C(=CC=NC12)NC1=C(C(=O)N)C=CC=C1 2-[(8-methylquinolin-4-yl)amino]Benzamide (Z)-benzyl-2-(3-(4-((tert-butoxycarbonyl)(methyl)amino)piperidin-1-yl)quinoxalin-2(1H)-ylidene)-2-cyanoacetate